(S)-N-(7-cyano-5-methyl-4-oxo-2,3,4,5-tetrahydrobenzo[b][1,4]oxazepine-3-yl)-3-(2,4-difluorophenyl)imidazo[2,1-b]thiazole-6-carboxamide C(#N)C1=CC2=C(OC[C@@H](C(N2C)=O)NC(=O)C=2N=C3SC=C(N3C2)C2=C(C=C(C=C2)F)F)C=C1